N-(1-(4-chlorophenyl)-2-methylpropan-2-yl)-1,2-dimethyl-1H-pyrrolo[2,3-b]pyridine-5-carboxamide ClC1=CC=C(C=C1)CC(C)(C)NC(=O)C=1C=C2C(=NC1)N(C(=C2)C)C